FC1(C[C@H](N(C1)C(=O)OC)COC(=O)OC1=CC=C(C=C1)[N+](=O)[O-])F methyl (2S)-4,4-difluoro-2-({[(4-nitrophenoxy)carbonyl]oxy}methyl)pyrrolidine-1-carboxylate